(R)-3-chloro-5-(4-(2-methylpyrrolidin-1-yl)phenyl)pyridin-2-amine ClC=1C(=NC=C(C1)C1=CC=C(C=C1)N1[C@@H](CCC1)C)N